C1(CC1)C=1N(C(C(=C(N1)C(=O)OC)O)=O)C methyl 2-cyclopropyl-5-hydroxy-1-methyl-6-oxo-1,6-dihydropyrimidine-4-carboxylate